FC1=C2C(NC(=NC2=CC(=C1)CC=O)CSC1CCOCC1)=O 2-(5-fluoro-4-oxo-2-(((tetrahydro-2H-pyran-4-yl)thio)methyl)-3,4-dihydroquinazolin-7-yl)acetaldehyde